tert-butyl 7-(5-oxopentyl)-3,4-dihydro-1,8-naphthyridine-1(2H)-carboxylate O=CCCCCC1=CC=C2CCCN(C2=N1)C(=O)OC(C)(C)C